Methyl ((1R,3R)-3-(8-bromo-7-(3-methoxy-1-methyl-1H-pyrazol-4-yl)-3-methyl-2-oxo-6-(phenylsulfonyl)-3,6-dihydroimidazo[4,5-d]pyrrolo[2,3-b]pyridin-1(2H)-yl)cyclopentyl)carbamate BrC1=C(N(C2=NC=C3C(=C21)N(C(N3C)=O)[C@H]3C[C@@H](CC3)NC(OC)=O)S(=O)(=O)C3=CC=CC=C3)C=3C(=NN(C3)C)OC